[N+](=O)([O-])C=1C=NC2=CC=CC=C2C1NCC=1C=C(C=CC1)NC(OC(C)(C)C)=O tert-butyl (3-(((3-nitroquinolin-4-yl)amino)methyl)phenyl)carbamate